4'-methoxyacetophenone COC1=CC=C(C=C1)C(C)=O